7-cyclopropyl-5-((3-fluoro-4-(trifluoromethyl)phenyl)(methoxy)methyl)-[1,2,4]triazolo[1,5-a]pyridine C1(CC1)C1=CC=2N(C(=C1)C(OC)C1=CC(=C(C=C1)C(F)(F)F)F)N=CN2